Cl.Cl.CC1(NC2(CC2)CC(C1)OC1=CC=C(N=N1)C1=NC=C(C=C1O)C=1OC=CN1)C 2-{6-[(5,5-dimethyl-4-azaspiro[2.5]octan-7-yl)oxy]pyridazin-3-yl}-5-(1,3-oxazol-2-yl)pyridin-3-ol dihydrochloride